4-{5-chloro-2-[4-(trifluoromethyl)-1H-1,2,3-triazol-1-yl]phenyl}-2,5-dimethoxypyridine ClC=1C=CC(=C(C1)C1=CC(=NC=C1OC)OC)N1N=NC(=C1)C(F)(F)F